C(#C)C1=NC=C(C(=N1)C1=NC=2C=CC3=C(C2C=C1)C1=C(S3)C(N[C@@H](CN1)C)=O)F (R)-3-(2-ethynyl-5-fluoropyrimidin-4-yl)-10-methyl-9,10,11,12-tetrahydro-8H-[1,4]diazepino[5',6':4,5]thieno[3,2-f]quinolin-8-one